(4-{5-[5-fluoro-6-(2-methoxy-ethoxy)-1H-indazol-3-yl]-isoxazol-3-yl}-phenyl)-(4-oxetan-3-yl-piperazin-1-yl)-methanone methanesulfonate CS(=O)(=O)O.FC=1C=C2C(=NNC2=CC1OCCOC)C1=CC(=NO1)C1=CC=C(C=C1)C(=O)N1CCN(CC1)C1COC1